11-(3-(3,6-bis(2,6-dimethylphenyl)-9-methyl-9H-carbazol-1-yl)-2,5-dichlorophenyl)-8-(2,6-dimethylphenyl)-11H-benzo[a]carbazole CC1=C(C(=CC=C1)C)C=1C=C(C=2N(C3=CC=C(C=C3C2C1)C1=C(C=CC=C1C)C)C)C=1C(=C(C=C(C1)Cl)N1C2=CC=C(C=C2C2=CC=C3C(=C12)C=CC=C3)C3=C(C=CC=C3C)C)Cl